((3r,5r)-1-(4-methoxybenzyl)-5-phenylpyrrolidin-3-yl)carbamic acid tert-butyl ester C(C)(C)(C)OC(N[C@H]1CN([C@H](C1)C1=CC=CC=C1)CC1=CC=C(C=C1)OC)=O